2-(tetrahydro-5-methyl-5-vinyl-2-furanyl)propan-2-ol CC1(CCC(O1)C(C)(C)O)C=C